ClCC1=NC(=NC=C1)C=1C=NN(C1)C 4-(chloromethyl)-2-(1-methylpyrazol-4-yl)pyrimidine